ClC=1C(=NC(=CC1C(C)(C)O)C(=C)C1CC1)C1=CC=C(C=C1)F 2-[3-chloro-6-(1-cyclopropylvinyl)-2-(4-fluorophenyl)pyridin-4-yl]Propan-2-ol